methyl 5-chloro-2-(2-oxoethyl)-4-(trifluoromethyl)benzoate ClC=1C(=CC(=C(C(=O)OC)C1)CC=O)C(F)(F)F